hexahydro-2H-azepinon N1C(CCCCC1)=O